tert-butyl (2S)-2-[(1R)-1-{[7-(1H-pyrrol-3-yl)quinolin-5-yl]oxy}ethyl]morpholine-4-carboxylate N1C=C(C=C1)C1=CC(=C2C=CC=NC2=C1)O[C@H](C)[C@@H]1CN(CCO1)C(=O)OC(C)(C)C